NC1=C2C(=NC=N1)N(N=C2C=2NC1=CC(=CC=C1C2Cl)C(=O)NC)CC2CCOCC2 2-[4-Amino-1-(oxan-4-ylmethyl)-1H-pyrazolo[3,4-d]pyrimidin-3-yl]-3-chloro-N-methyl-1H-indol-6-carboxamide